(R)-5-(1-(acetoxyamino)ethyl)thiophene-3-carboximidamide C(C)(=O)ON[C@H](C)C1=CC(=CS1)C(N)=N